(2R,3R,4R,5R)-2-(acetoxymethyl)-4-fluoro-4-methyl-5-(6-(methylamino)-2-propionamido-9H-purin-9-yl)tetrahydrofuran-3-yl propionate C(CC)(=O)O[C@@H]1[C@H](O[C@H]([C@]1(C)F)N1C2=NC(=NC(=C2N=C1)NC)NC(CC)=O)COC(C)=O